3-acetyl-3-Chloro-dihydrofuran-2-one C(C)(=O)C1(C(OCC1)=O)Cl